FC(C1=C(C=2C=CN=CC2C=C1)O)(F)F 6-(trifluoromethyl)isoquinoline-5-ol